CC=1C(C2=CC=CC=C2C(C1CC1=C(C(=C(C(=C1F)F)F)F)F)=O)=O 2-methyl-3-((perfluorophenyl)methyl)naphthalene-1,4-dione